acryloyl-Nε-tert-butoxycarbonyl-D-lysine C(C=C)(=O)N[C@H](CCCCNC(=O)OC(C)(C)C)C(=O)O